C(OC(C(C)(C)C)C1=C(C=C(C(=C1)OC)OC)[N+](=O)[O-])(ON1C(CCC1=O)=O)=O 1-(4,5-dimethoxy-2-nitrophenyl)-2,2-dimethylpropyl (2,5-dioxo-1-pyrrolidinyl) carbonate